FC(OC1=NC=C(C(=O)NCC=2C(=NN3N=CC=CC32)COC)C=C1F)F 6-(difluoromethoxy)-5-fluoro-N-((2-(methoxymethyl)pyrazolo[1,5-b]pyridazin-3-yl)methyl)nicotinamide